C(C)(=O)OOC1=NN(C(=N1)C1=C(C=C(C=C1)Cl)F)C1=C(C(=C(C=C1)F)C)F Methyl-{[5-(4-chloro-2-fluorophenyl)-1-(2,4-difluorophenyl)-1H-1,2,4-triazole-3-yl] oxy} acetate